C(C=C)N1N(C2=NC(=NC=C2C1=O)SC)C1=CC=CC(=N1)O[C@H]1C[C@@H](N(CC1)C(=O)OC(C)(C)C)C tert-butyl (2S,4R)-4-((6-(2-allyl-6-(methylthio)-3-oxo-2,3-dihydro-1H-pyrazolo[3,4-d]pyrimidin-1-yl)pyridin-2-yl)oxy)-2-methylpiperidine-1-carboxylate